Hydroxy ethyl bisphosphonate P(OO)([O-])=O.P(OCC)([O-])=O